FC1=CC(=C(C=C1C=1C=NC(=NC1)N1CCOCC1)NC(=O)C=1C(=NN(C1)C)C(F)(F)F)N1C[C@@H](CC1)N(C)C |r| N-[4-fluoro-5-(2-morpholin-4-ylpyrimidin-5-yl)-2-[rac-(3R)-3-(dimethylamino)pyrrolidin-1-yl]phenyl]-1-methyl-3-(trifluoromethyl)pyrazole-4-carboxamide